COCOC=1C(=CC2=CN(N=C2C1C)C)C1=NC2=CC=C(C=C2C(=N1)C(NC)=O)N1C[C@H](N([C@H](C1)C)C(=O)OC(C)(C)C)C tert-butyl (2R,6S)-4-{2-[6-(methoxymethoxy)-2,7-dimethylindazol-5-yl]-4-(methylcarbamoyl)quinazolin-6-yl}-2,6-dimethylpiperazine-1-carboxylate